CC(CCC(N)C)N 1,4-dimethyl-1,4-butylenediamine